((1-acryloylpiperidin-3-yl)amino)-7-fluoro-4-((2-fluoro-4-morpholinophenyl)amino)-1,2-dihydro-3H-pyrrolo[3,4-c]pyridin-3-one C(C=C)(=O)N1CC(CCC1)NC1NC(C=2C(=NC=C(C21)F)NC2=C(C=C(C=C2)N2CCOCC2)F)=O